(2S)-3,3-dimethyl-2-(2,2,2-trifluoroethylamino)butanoic acid CC([C@@H](C(=O)O)NCC(F)(F)F)(C)C